OC(CO)CO 2-hydroxyl-1,3-propanediol